ClC=1C=C(C=CC1OCC1CC1)C1=CC(=CN=N1)C(=O)NCC=1C(=NC=CC1)N1CCCC1 6-[3-chloro-4-(cyclopropylmethoxy)phenyl]-N-[(2-pyrrolidin-1-yl-3-pyridinyl)methyl]pyridazine-4-carboxamide